C1(CCCC1)COC1=CC2=C(N=C(S2)N)C=C1 6-(cyclopentylmethoxy)benzo[d]thiazol-2-amine